C(C)CCC1=CC=CC=C1 2-ethylethylbenzene